NC1CCC(CC1)NCC(C1=CC=CC=C1)C=1C=CC(=C(C1)C=1C(=CC=C(C1F)OC)C(=O)N)Cl 5'-(2-(((1r,4r)-4-aminocyclohexyl)amino)-1-phenylethyl)-2'-chloro-6-fluoro-5-methoxy-[1,1'-biphenyl]-2-carboxamide